1',3'-dihydro-5'-methoxy-1',3,3-trimethyl-6-nitrospiro[2H-1-benzopyran-2,2'-(2H)-indole] COC=1C=C2CC3(N(C2=CC1)C)OC1=C(CC3(C)C)C=C(C=C1)[N+](=O)[O-]